NC1=NC=CC(=C1)[C@@H]1[C@H]([C@H]2C[C@@H]([C@@H]1O2)O)C(=O)NC2=CC(=C(C=C2)Cl)Cl (1R,2R,3S,4R,5S)-3-(2-aminopyridin-4-yl)-N-(3,4-dichlorophenyl)-5-hydroxy-7-oxabicyclo[2.2.1]Heptane-2-carboxamide